FCCNCC(CC1=CC=C(C=C1)C#CC=1C=NN(C1)C)C1=C(C(NC=N1)=O)O 6-(1-((2-fluoroethyl)amino)-3-(4-((1-methyl-1H-pyrazol-4-yl)ethynyl)phenyl)propan-2-yl)-5-hydroxypyrimidin-4(3H)-one